Ethyl (E)-3-((1r,4r)-4-(3-bromo-2-methylphenoxy)cyclohexyl)acrylate BrC=1C(=C(OC2CCC(CC2)/C=C/C(=O)OCC)C=CC1)C